2-(3-(2-(((S)-((R and S)-7-fluoro-1,2,3,4-tetrahydro-1,5-naphthyridin-3-yl)(phenyl)methyl)amino)ethyl)-4-methylphenyl)acetic acid FC1=CN=C2C[C@H](CNC2=C1)[C@@H](C1=CC=CC=C1)NCCC=1C=C(C=CC1C)CC(=O)O |&1:6|